BrC1=C(C(=NC=C1)C(=O)[O-])OCC(F)F.OCC=[N+]=CCO bis(2-hydroxyethyl-1-yl)ammonium bromo-3-(2,2-difluoroethoxy)picolinate